(5-((6-methoxypyrazolo[1,5-a]pyridin-2-yl)ethynyl)-8-(methylamino)-2,7-naphthyridin-3-yl)cyclopropanecarboxamide COC=1C=CC=2N(C1)N=C(C2)C#CC2=C1C=C(N=CC1=C(N=C2)NC)C2(CC2)C(=O)N